ClC1=C(C=CC=C1F)CC(=O)N1CCC2=CC(=CC(=C12)F)C1=NC(=NC=C1)NC1=CC=NN1C 2-(2-chloro-3-fluorophenyl)-1-(7-fluoro-5-(2-((1-methyl-1H-pyrazol-5-yl)amino)pyrimidin-4-yl)indolin-1-yl)ethan-1-one